ClC=1C(=C(C=CC1)C1=NNC2=NC(=CN=C21)N2CCC(CC2)(C)CN)C (1-(3-(3-chloro-2-methylphenyl)-1H-pyrazolo[3,4-b]-pyrazin-6-yl)-4-methylpiperidin-4-yl)methanamine